N-(6-((5-bromo-2-((5-ethyl-2-methoxy-4-(2,7-diazaspiro[3.5]nonan-7-yl)phenyl)amino)pyrimidin-4-yl)amino)quinoxalin-5-yl)methanesulfonamide BrC=1C(=NC(=NC1)NC1=C(C=C(C(=C1)CC)N1CCC2(CNC2)CC1)OC)NC=1C(=C2N=CC=NC2=CC1)NS(=O)(=O)C